CN1C(=C(C=CC1=O)C=1C=NC(=CC1)NC([C@H](C1CCC(CC1)C)NC(=O)C1=CC=NN1C)=O)C N-((S)-2-((1',2'-Dimethyl-6'-oxo-1',6'-dihydro-[3,3'-bipyridin]-6-yl)amino)-1-((1r,4S)-4-methylcyclohexyl)-2-oxoethyl)-1-methyl-1H-pyrazole-5-carboxamide